5-bromo-2-methylsulfanyl-quinazoline BrC1=C2C=NC(=NC2=CC=C1)SC